[I-].C1C=[NH+]C=2C=CC3=C(C12)C=CC=C3 1H-benzo[e]indol-3-ium iodide